CN1C=C(C2=NN(C=3N=CN=C1C32)[C@H]3[C@H](O)[C@H](O)[C@H](O3)CO)N 1,5-dihydro-5-methyl-1-β-D-ribofuranosyl-1,2,5,6,8-pentaazaacenaphthylen-3-amine